Cl.FC(C1=C(C=NC=C1)N1CC2(CNC2)CCC1)(F)F 6-[4-(trifluoromethyl)pyridin-3-yl]-2,6-diazaspiro[3.5]nonane hydrochloride